5-ethynyl-6-fluoro-4-(8-fluoro-2-(((2R,7aS)-2-fluorotetrahydro-1H-pyrrolizin-7a(5H)-yl)methoxy)-4-(1,8-diazaspiro[4.5]decan-8-yl)pyrido[4,3-d]pyrimidin-7-yl)naphthalen-2-ol C(#C)C1=C2C(=CC(=CC2=CC=C1F)O)C1=C(C=2N=C(N=C(C2C=N1)N1CCC2(CCCN2)CC1)OC[C@]12CCCN2C[C@@H](C1)F)F